C(#N)C1(CC1)NC(=O)[C@H]1N(C[C@@H](C1)S(=O)(=O)C1=C(C=C(C=C1)C1=C(C=C(C(=C1)F)F)OCC)C)C(=O)C1(CC1)C(F)(F)F (2S,4R)-N-(1-cyanocyclopropyl)-4-(2'-ethoxy-4',5'-difluoro-3-methylbiphenyl-4-ylsulfonyl)-1-(1-(trifluoromethyl)cyclopropanecarbonyl)pyrrolidine-2-carboxamide